2-(ethylamino)ethanol tert-butyl-4-(5-fluoro-3-iodo-1-methyl-1H-indazol-6-yl)piperidine-1-carboxylate C(C)(C)(C)C1N(CCC(C1)C1=C(C=C2C(=NN(C2=C1)C)I)F)C(=O)OCCNCC